C(C1=CC=CC=C1)OC(=O)NCC(CC(=O)O)CCCCCC 3-({[(Benzyloxy)carbonyl]amino}methyl)nonanoic acid